C(CCCCCCCC)OCOCCCC(CC(CC(CC(C)O)C)C)C 10-hydroxy-4,6,8-trimethylundecyl nonyloxymethyl ether